2-{6-[(3S)-3-[(cyclopropylmethyl)amino]pyrrolidin-1-yl]pyridazin-3-yl}-4-fluoro-5-(6-methoxypyridazin-4-yl)phenol C1(CC1)CN[C@@H]1CN(CC1)C1=CC=C(N=N1)C1=C(C=C(C(=C1)F)C1=CN=NC(=C1)OC)O